maleic acid bis(trimethylsilyl) ester C[Si](C)(C)OC(\C=C/C(=O)O[Si](C)(C)C)=O